C(C)(C)(C)OC(=O)C1(C2CC3CC(CC1C3)C2)NC(=O)C2=NN(C(=C2)C2=C(C=CC=C2OC)OC)C2=C(C=C(C=C2)NC(=O)OCC2=CC=CC=C2)C(C)C.ClC=2C=C(N)C=CC2OC 3-chloro-4-methoxyaniline tert-butyl-2-(1-(4-(((benzyloxy)carbonyl)amino)-2-isopropylphenyl)-5-(2,6-dimethoxyphenyl)-1H-pyrazole-3-carboxamido)adamantane-2-carboxylate